3-carbamoyl-1-(4-methoxybenzyl)-5-methylpyridin-1-ium C(N)(=O)C=1C=[N+](C=C(C1)C)CC1=CC=C(C=C1)OC